2-((4-(5,6-dimethylpyrimidin-4-yl)piperazin-1-yl)methyl)-5-fluorobenzo[d]oxazole CC=1C(=NC=NC1C)N1CCN(CC1)CC=1OC2=C(N1)C=C(C=C2)F